(S)-N-((S)-(3-Fluoro-5-methoxyphenyl)-2-hydroxyethyl)-2-(6-(5-methyl-2-((1-methyl-1H-pyrazol-5-yl)amino)pyrimidin-4-yl)-3-oxo-1H-pyrrolo[1,2-c]imidazol-2(3H)-yl)propanamide FC=1C=C(C=C(C1)OC)[C@@H](CNC([C@H](C)N1C(N2C(C1)=CC(=C2)C2=NC(=NC=C2C)NC2=CC=NN2C)=O)=O)O